N-[[3-[4-bromo-1-(2,2,2-trifluoroethyl)indol-2-yl]-1,2,4-oxadiazol-5-yl]methyl]-1-tert-butyl-pyrrole-3-carboxamide BrC1=C2C=C(N(C2=CC=C1)CC(F)(F)F)C1=NOC(=N1)CNC(=O)C1=CN(C=C1)C(C)(C)C